C([C@@H](C)O)O (R)-propane-1,2-diol